(2R,5S)-tert-butyl 5-methyl-2-(3-(((R)-1-methylpyrrolidin-3-yl)methoxy)phenyl)piperidine-1-carboxylate C[C@H]1CC[C@@H](N(C1)C(=O)OC(C)(C)C)C1=CC(=CC=C1)OC[C@H]1CN(CC1)C